CSC1=NNC(S1)=S 5-(methylthio)-1,3,4-thidiazole-2(3H)-thione